COC(NS(=O)(=O)C1=CC2=CC=CC=C2C=C1)=O Methyl(Naphthalen-2-ylsulfonyl)carbamate